2-[(2S)-4-[6-(2-hydroxy-4,6-dimethylphenyl)pyridazin-3-yl]morpholin-2-yl]-N,N-dimethylacetamide OC1=C(C(=CC(=C1)C)C)C1=CC=C(N=N1)N1C[C@@H](OCC1)CC(=O)N(C)C